N6-(2-amino-2-methyl-propyl)-1,3-dimethyl-N4-[[3-(trifluoromethyl)phenyl]methyl]pyrazolo[3,4-b]pyridine-4,6-diamine NC(CNC=1C=C(C2=C(N1)N(N=C2C)C)NCC2=CC(=CC=C2)C(F)(F)F)(C)C